Furan-4-ol O1C=CC(=C1)O